ClC1=C(C=CC=C1)N1C(NC(C2=CC(=C(C=C12)C(F)(F)F)C(F)F)=O)=O 1-(2-chlorophenyl)-6-(difluoromethyl)-7-(trifluoromethyl)quinazoline-2,4(1H,3H)-dione